C(C)OC=1C=C(C=2N(C1)N=C1C2C=NN1)C=1C=CC(=NC1)N1CCC(CC1)(C=O)NC([O-])=O (1-(5-(6-ethoxy-1H-pyrazolo[3',4':3,4]pyrazolo[1,5-a]pyridin-4-yl)pyridin-2-yl)-4-formylpiperidin-4-yl)carbamate